FC1=CC=C(C=C1)/C(=C/C=O)/C#CC(C#CC1=CC=CC=C1)(C1=CC=CC=C1)O (Z)-3-(4-fluorophenyl)-6-hydroxy-6,8-diphenyloct-2-en-4,7-diyne-1-al